FC1(CCC(CC1)[C@@H](C(=O)NC=1C=NN(C1)C(C1=NN=NN1CC(F)(F)F)C1COC1)NC(=O)C=1N(N=CC1)C(C)C)F N-[(1S)-1-(4,4-difluorocyclohexyl)-2-[[1-[oxetan-3-yl-[1-(2,2,2-trifluoroethyl)tetrazol-5-yl]-methyl]pyrazol-4-yl]amino]-2-oxo-ethyl]-2-isopropyl-pyrazole-3-carboxamide